N-(4-(((3s,5s,7s)-adamantan-1-yl)(methyl)amino)phenyl)-3-fluoro-5-formyl-4-hydroxybenzamide C12(CC3CC(CC(C1)C3)C2)N(C2=CC=C(C=C2)NC(C2=CC(=C(C(=C2)C=O)O)F)=O)C